ClC1=NC(=CC(=C1)NC)C 2-chloro-N,6-dimethyl-pyridin-4-amine